5-{3-[1-(4-amino-3-methyl-1H-pyrazolo[3,4-d]pyrimidin-1-yl)ethyl]-6-cyano-2-ethoxy-5-methylphenyl}-N,N-dimethylpyridine-2-carboxamide NC1=C2C(=NC=N1)N(N=C2C)C(C)C=2C(=C(C(=C(C2)C)C#N)C=2C=CC(=NC2)C(=O)N(C)C)OCC